COC=1N=C2N(N=C(C=C2)C2COC2)C1 methoxy-6-(oxetan-3-yl)imidazo[1,2-b]pyridazine